C1(=C(C(=CC(=C1)C)C)[I+]C1=CC(=CC=C1)C(F)(F)F)C mesityl(3-(trifluoromethyl)phenyl)iodonium